(S)-3-bromo-6-(1,4-dimethyl-1H-1,2,3-triazol-5-yl)-1-methyl-4-(phenyl-(tetrahydro-2H-pyran-4-yl)methyl)-1,4-dihydropyrazolo[3',4':4,5]pyrrolo[3,2-b]pyridine BrC1=NN(C2=C1N(C=1C2=NC=C(C1)C1=C(N=NN1C)C)[C@@H](C1CCOCC1)C1=CC=CC=C1)C